N1N=CC2=C1SC(=C2)C(=O)N 1H-thieno[2,3-c]pyrazole-5-amide